O=C(CCCCC1=C(C(=O)O)C=CC=C1C(=O)O)CCCCCCCCCCCCC 5-oxooctadecylisophthalic acid